2-(difluoromethyl)azetidinium trifluoroacetate FC(C(=O)[O-])(F)F.FC(C1[NH2+]CC1)F